4-fluoro-5-{5-[methyl(2,2,6,6-tetramethylpiperidin-4-yl)amino]pyrazin-2-yl}-2-(1H-pyrazol-4-yl)benzonitril FC1=CC(=C(C#N)C=C1C1=NC=C(N=C1)N(C1CC(NC(C1)(C)C)(C)C)C)C=1C=NNC1